C1(CC1)N1N=CC(=C1)C=1C=NC(=C(C(=O)NC2=CC(=CC=C2)[S@@](=O)(=N)C)C1C)N1CCC(CCC1)(F)F (R)-5-(1-cyclopropyl-1H-pyrazol-4-yl)-2-(4,4-difluoroazepan-1-yl)-4-methyl-N-(3-(S-methylsulfonimidoyl)phenyl)nicotinamide